4-(4-fluoro-2-methoxy-phenoxy)-N-(3-methylsulfinylphenyl)-6-(trifluoromethyl)pyridine FC1=CC(=C(OC2=CCN(C(=C2)C(F)(F)F)C2=CC(=CC=C2)S(=O)C)C=C1)OC